2,2',7,7'-tetra[N,N-di(4-methoxyphenyl)amino]9,9'-spirobifluorene COC1=CC=C(C=C1)N(C1=CC=C(C=C1)OC)C1=CC=2C3(C4=CC(=CC=C4C2C=C1)N(C1=CC=C(C=C1)OC)C1=CC=C(C=C1)OC)C1=CC(=CC=C1C=1C=CC(=CC13)N(C1=CC=C(C=C1)OC)C1=CC=C(C=C1)OC)N(C1=CC=C(C=C1)OC)C1=CC=C(C=C1)OC